C[C@@]12C(CCC[C@H]2CCCC1=O)=O cis-hexahydro-8a-methyl-1,8(2H,5H)-naphthalenedione